4-hydroxy-4-(hydroxymethyl)piperidine OC1(CCNCC1)CO